FC(C(=O)[O-])(F)F.NC=1CC(=CC2=C(N1)C=C(S2)CCCCCNC(CCOCCOCCOCCOCCOCCOCCOCCOCCOCCOCCC(=O)O)=O)C(=O)N(CCC)CCC[NH3+] 3-(5-amino-2-(1-carboxy-33-oxo-3,6,9,12,15,18,21,24,27,30-decaoxa-34-azanonatriacontan-39-yl)-N-propyl-6H-thieno[3,2-b]azepine-7-carboxamido)propan-1-aminium trifluoroacetate